NC[C@H]1NC([C@H](S(CC1)(=O)=O)C1=CC(=CC=C1)OC1=CC=CC=C1)=O (2R,5S)-5-(aminomethyl)-1,1-dioxo-2-(3-phenoxyphenyl)-1,4-thiazepan-3-one